2-(bromomethyl)-3,4-difluorobenzoic acid BrCC1=C(C(=O)O)C=CC(=C1F)F